4-(4-((5-cyclopropyl-7-methyl-1H-indol-4-yl)methyl)-1-methylpyrrolidin-3-yl)benzoic acid C1(CC1)C=1C(=C2C=CNC2=C(C1)C)CC1C(CN(C1)C)C1=CC=C(C(=O)O)C=C1